ClC1=CC=C(CNC(=O)NC2=CC=C(C=C2)CN2C(CC[C@H]2C=2C=NC=CC2)=O)C=C1 (S)-1-(4-chlorobenzyl)-3-(4-((2-oxo-5-(pyridin-3-yl)pyrrolidin-1-yl)methyl)phenyl)urea